tert-butyl 4-(4-chloro-2-cyclopropylbenzyl)-4-cyanopiperidine-1-carboxylate ClC1=CC(=C(CC2(CCN(CC2)C(=O)OC(C)(C)C)C#N)C=C1)C1CC1